C(C)(=O)N1CCN(CCC1)C=1C=NC(=CC1)NC(=NC(=O)OC(C)(C)C)NC(=O)OC(C)(C)C 1-acetyl-4-(6-(2,3-bis(tert-butoxycarbonyl)guanidino)pyridin-3-yl)-1,4-diazepan